O=CC(C[NH3+])[NH3+] 3-oxopropane-1,2-diaminium